CC1=CC(=NN1)NC1=CC(=CC(=N1)C=1C=C(C=CC1)NC(C=C)=O)CC=1C=NC=CC1 N-(3-(6-((5-methyl-1H-pyrazol-3-yl)amino)-4-(pyridin-3-ylmethyl)pyridin-2-yl)phenyl)acrylamide